C(CCCCCCCCCCC)C1(C2=CC=CC=C2C=2C=CC=CC12)CCCCCCCCCCCC 9,9-didodecyl-fluorene